NC1=NN(C(=C1Cl)C1(CC2CC(CC2C1)C=1N=CN(C1C(=O)NC1=CC(=C(C=C1)F)Cl)C)O)CCO 4-(5-(3-Amino-4-chloro-1-(2-hydroxyethyl)-1H-pyrazol-5-yl)-5-hydroxyoctahydropentalen-2-yl)-N-(3-chloro-4-fluorophenyl)-1-methyl-1H-imidazole-5-carboxamide